N1=C(C=CC=C1)N1CCCN(CCC1)C(NN)=S 5-(pyridin-2-yl)-1,5-diazacyclooctane-1-thiohydrazide